C1(=CC=C(C=C1)N(C1=CC=C(C=C1)N(C=1C=C(C=CC1)C)C=1C=C(C=CC1)C)C1=CC=CC=C1)C1=CC=C(C=C1)N(C1=CC=C(C=C1)N(C=1C=C(C=CC1)C)C=1C=C(C=CC1)C)C1=CC=CC=C1 N1,N1'-(Biphenyl-4,4'-diyl)bis(N1-phenyl-N4,N4-di-m-tolylbenzene-1,4-diamine)